ClCC1=CC=C(C=C1)C(=O)N1C(CCCCC1)=O ((4-(Chloromethyl)phenyl)carbonyl)azepan-2-on